FC=1C=C(C(=O)N)C=C(C1F)F 3,4,5-trifluorobenzamide